C(C)(C)(C)OC(=O)N1CC2(CC1)CCN(CC2)C=2C1=C(N=C(N2)Cl)C=NC=C1 8-(2-Chloropyrido[3,4-d]pyrimidin-4-yl)-2,8-diazaspiro[4.5]decane-2-carboxylic acid tert-butyl ester